FC=1C(=NC=CC1)SC=1C=2N(C=C(C1)C=1C=NN(C1C)C1CCC(CC1)O)N=CC2C#N 4-((3-fluoropyridin-2-yl)thio)-6-(1-((1s,4s)-4-hydroxycyclohexyl)-5-methyl-1H-pyrazol-4-yl)pyrazolo[1,5-a]pyridine-3-carbonitrile